CC1=NC=2N(C(=C1)NCC1(CCOCC1)C1=CC=C(C=C1)OC)N=C(N2)C(F)(F)F 5-methyl-N-[[tetrahydro-4-(4-methoxyphenyl)-2H-pyran-4-yl]methyl]-2-(trifluoromethyl)-[1,2,4]triazolo[1,5-a]pyrimidin-7-amine